N-(5-Chloro-6-(2H-1,2,3-triazol-2-yl)pyridin-3-yl)-1-(4-(difluoromethyl)chinolin-5-yl)-5-(trifluoromethyl)-1H-pyrazol-4-carboxamid ClC=1C=C(C=NC1N1N=CC=N1)NC(=O)C=1C=NN(C1C(F)(F)F)C1=C2C(=CC=NC2=CC=C1)C(F)F